N1(N=NC2=C1C=CC=C2)OC=[N+](C)C benzotriazol-1-yl-oxy-N,N-dimethylmethaniminium